N-((4-(tert-butyl)phenyl)sulfonyl)-1-(2,5-dimethoxyphenyl)-5-methyl-1H-1,2,3-triazole-4-carboxamide C(C)(C)(C)C1=CC=C(C=C1)S(=O)(=O)NC(=O)C=1N=NN(C1C)C1=C(C=CC(=C1)OC)OC